(R)-2-((S)-2-oxo-4-propylpyrrolidin-1-yl)butanamide O=C1N(C[C@H](C1)CCC)[C@@H](C(=O)N)CC